NCCOC=1C=C(C=CC1)C(=C1CCN(CC1)C(=O)N1C[C@@H]2[C@@H](OCC(N2)=O)CC1)C1=CC=CC=C1 (4aR,8aS)-6-(4-((3-(2-Aminoethoxy)phenyl)(phenyl)methylene)piperidine-1-carbonyl)hexahydro-2H-pyrido[4,3-b][1,4]oxazin-3(4H)-one